Cl.N[C@@H]1CCOC2=CC=CC(=C12)CN1C(NC(C2=C1C=CN2)=O)=S (R)-1-((4-aminochroman-5-yl)methyl)-2-thioxo-1,2,3,5-tetrahydro-4H-pyrrolo[3,2-d]pyrimidin-4-one hydrochloride